4-Bromo-5-fluoro-1H-indazole-7-carboxylic acid BrC1=C2C=NNC2=C(C=C1F)C(=O)O